CCC(CC)OOC(C(CCCCC(CCCCCC(=O)OOC(CC)CC)=O)(OC(CC)CC)OC(CC)CC)=O bis(3-pentyloxy)7-oxotridecanedioic acid bis(3-pentyloxy) ester